C1(=CC=CC=C1)C1=C(C(=NN=N1)C1=C(C=CC=C1)C1=C(C=CC=2[Se]C3=C(C21)C=CC=C3)C3=C(C(=CC=2C1=CC=CC=C1CC32)C)C)C3=CC=CC=C3 (diphenyltriazinyl)[(dimethylfluorenyl)dibenzoselenophenyl]Benzene